NC1=NC(=C(C=C1C1=CC2=C(C(NCCC2)=O)C=C1)C1=CC=C(C=C1)N1CCN(CC1)CC)F 7-(2-amino-5-(4-(4-ethylpiperazin-1-yl)phenyl)-6-fluoropyridin-3-yl)-2,3,4,5-tetrahydro-1H-benzo[c]azepin-1-one